(5R)-2-[(3-ethoxy-3-oxo-propionyl)-methyl-amino]-5-methyl-cyclopentene-1-carboxylic acid ethyl ester C(C)OC(=O)C1=C(CC[C@H]1C)N(C)C(CC(=O)OCC)=O